CC1(C2=CC=CC=C2C=2C(=CC=C(C12)B(O)O)C=1C=CC=2C=CC3=CC=CC=C3C2C1)C (9,9-dimethyl-4-(phenanthren-3-yl)-9H-fluoren-1-yl)boronic acid